N-[4-(4-Fluoro-1,3-benzoxazol-2-yl)phenyl]-4-methyloxazol-2-carboxamid FC1=CC=CC2=C1N=C(O2)C2=CC=C(C=C2)NC(=O)C=2OC=C(N2)C